(5-(4-Bromothiophen-2-yl)-1-propionyl-4,5-dihydro-1H-pyrazol-3-yl)-4-methylthiophene BrC=1C=C(SC1)C1CC(=NN1C(CC)=O)C=1SC=C(C1)C